ClC=1C=C(C(=NC1)C)S(=O)(=O)NC1=C(C(=C(C=C1)F)C=1C=CC=2N(C1)C=NC2C2=NC1=C(N2)CCCC1)F 5-chloro-N-[2,4-difluoro-3-[1-(4,5,6,7-tetrahydro-1H-1,3-benzodiazol-2-yl)imidazo[1,5-a]pyridin-6-yl]phenyl]-2-methylpyridine-3-sulfonamide